Diethyl ((R)-2-amino-3-(((S)-1-(((S)-1-((4-(hydroxymethyl)phenyl)amino)-1-oxo-5-ureidopentan-2-yl)amino)-3-methyl-1-oxobutan-2-yl)amino)-3-oxopropyl)phosphonate N[C@@H](CP(OCC)(OCC)=O)C(=O)N[C@H](C(=O)N[C@H](C(=O)NC1=CC=C(C=C1)CO)CCCNC(=O)N)C(C)C